ClC1=NC=CC(=C1OC1=C(C=CC=C1)[N+](=O)[O-])Cl 2,4-dichloro-3-(2-nitrophenoxy)pyridine